8-{3-Cyano-7-[(2-methoxyethyl)(methyl)amino]-1-methyl-2-oxo-1,2-dihydroquinolin-4-yl}-2,8-diazaspiro[4.5]decane-2-carboxylic acid tert-butyl ester C(C)(C)(C)OC(=O)N1CC2(CC1)CCN(CC2)C2=C(C(N(C1=CC(=CC=C21)N(C)CCOC)C)=O)C#N